C(C)(C)(C)C1=C(C(=C(C=C1)C(C)C)C(C)C)C(C)(C)C bis-t-butyl-diisopropylbenzene